6-[2-(2-bromo-2-fluoroethenyl)-5-nitrophenyl]-6-azaspiro[2.5]octane BrC(=CC1=C(C=C(C=C1)[N+](=O)[O-])N1CCC2(CC2)CC1)F